4-(benzyloxy)-3-chloro-6-((2R,3S,4S,5R)-3-(3,4-difluoro-2-methoxyphenyl)-4,5-dimethyl-5-(trifluoromethyl)tetrahydrofuran-2-yl)-2-methylpyridine C(C1=CC=CC=C1)OC1=C(C(=NC(=C1)[C@@H]1O[C@]([C@H]([C@H]1C1=C(C(=C(C=C1)F)F)OC)C)(C(F)(F)F)C)C)Cl